1-(4-(3-(cyclopropylmethoxy)-4-(difluoromethoxy)phenyl)-2-(hydroxymethyl)-2,5-dihydro-1H-pyrrol-1-yl)ethanone octadecyl-4-hydroxy-3,5-dimethylbenzylmercaptoacetate C(CCCCCCCCCCCCCCCCC)OC(CSCC1=CC(=C(C(=C1)C)O)C)=O.C1(CC1)COC=1C=C(C=CC1OC(F)F)C1=CC(N(C1)C(C)=O)CO